(tert-butyl)-3-((2-chloro-5-methylpyrimidin-4-yl)amino)benzenesulfonamide C(C)(C)(C)C1=C(C=CC=C1NC1=NC(=NC=C1C)Cl)S(=O)(=O)N